NCCCC(=O)NC(C=1C=NC=CC1)C1=CC(=C2C=CC=NC2=C1O)C 4-amino-N-((8-hydroxy-5-methylquinolin-7-yl)(pyridin-3-yl)methyl)butanamide